C(CCCCCCCCCCC)S(=O)(=O)NC(C1=CC(=CC=C1)F)=O N-(dodecane-1-sulfonyl)-3-fluorobenzamide